(S)-3-(3-chloro-4-fluorophenyl)-1-(1-(6,7-difluoro-4-oxo-3,4-dihydrophthalazin-1-yl)ethyl)-1-isobutylurea ClC=1C=C(C=CC1F)NC(N(CC(C)C)[C@@H](C)C1=NNC(C2=CC(=C(C=C12)F)F)=O)=O